N-(2-(azetidin-1-yl)ethyl)-3-benzyl-8-methylquinoxalin-2-amine N1(CCC1)CCNC1=NC2=C(C=CC=C2N=C1CC1=CC=CC=C1)C